COC=1C=C(CN(C=2SC=C(N2)CNCCN2CCOCC2)CC2=CC(=CC=C2)OC)C=CC1 N,N-bis(3-methoxybenzyl)-4-(((2-morpholinoethyl)amino)methyl)thiazol-2-amine